C(C)OC(=O)[C@]1([C@@H]([C@H]([C@H]([C@H](C1)O[Si](C1=CC=CC=C1)(C1=CC=CC=C1)C(C)(C)C)OS(=O)(=O)C(F)(F)F)O[Si](C1=CC=CC=C1)(C1=CC=CC=C1)C(C)(C)C)O)O (1S,2R,3R,4S,5S)-3,5-bis(tert-butyldiphenylsiloxy)-1,2-dihydroxy-4-trifluoromethanesulfonyl-oxycyclohexane-1-carboxylic acid ethyl ester